ClC1=CC(=C(C(=C1)C)NC(=O)C1=CC(=NN1C1=NC=CC=C1Cl)OCF)C(=O)NC(C)(C)C N-[4-chloro-2-[[(1,1-dimethylethyl)amino]carbonyl]-6-meth-ylphenyl]-1-(3-chloro-2-pyridinyl)-3-(fluoromethoxy)-1H-pyrazole-5-carboxamide